N12CCC(C(CC1)C2)NC2=NN=C(C1=CC=CC=C21)C2=CC=C(C=C2)Cl N-(1-azabicyclo[3.2.1]octan-4-yl)-4-(4-chlorophenyl)phthalazin-1-amine